CN(C(OC(C)(C)C)=O)C[C@@H]1OCCC2=C(C=CC=C12)C=1OC=CN1 (R)-tert-Butyl methyl((5-(oxazol-2-yl)isochroman-1-yl)methyl)carbamate